O=C1NN=C(O1)C1=CC(=C(C=C1)NC(=O)C=1NC=CC1)OCC=1SC=CC1 N-(4-(5-oxo-4,5-dihydro-1,3,4-oxadiazol-2-yl)-2-(thiophen-2-ylmethoxy)phenyl)-1H-pyrrole-2-carboxamide